Cl.NC1=C(CNC2CCCCC2)C=C(C=C1Br)Br trans-4-(2-Amino-3,5-dibromobenzylamino)-cyclohexane-HCl